C(C)(C)(C)N1N=C(C=C1NC(OCC1=CC=CC=C1)=O)C1CC(CC1)=O benzyl (1-(tert-butyl)-3-(3-oxocyclopentyl)-1H-pyrazol-5-yl)carbamate